CC1=C(C(=CC(=C1)OC(CC)CC)C)C1=CC(=NC(=N1)C1=NC=CN=C1)C1=CN=C(S1)NC(=O)NC 1-[5-[6-(2,6-Dimethyl-4-pentan-3-yloxyphenyl)-2-pyrazin-2-ylpyrimidin-4-yl]-1,3-thiazol-2-yl]-3-methylurea